ClC=1C=CC(=C(C(=O)NC2=C(C=C(C=C2Cl)[N+](=O)[O-])Cl)C1)O 5-chloro-N-(2,6-dichloro-4-nitrophenyl)-2-hydroxybenzamide